5-bromo-1-tosyl-1H-pyrazolo[3,4-b]pyridine BrC=1C=C2C(=NC1)N(N=C2)S(=O)(=O)C2=CC=C(C)C=C2